1-chloro-3-[4-(trifluoromethoxy)phenyl]propan-2-amine hydrochloride Cl.ClCC(CC1=CC=C(C=C1)OC(F)(F)F)N